Cl.COC1=CC=C(C=C1)C(=O)C1CCNCC1 (4-methoxyphenyl)(piperidin-4-yl)methanone hydrochloride